C(CCCCC(=O)[O-])(=O)OC(CCCCCCCCC)(CCCCCCCC)CCCCCC Hexyloctyldecyl adipate